CN(CC(=O)O)/C(=N/P(=O)([O-])[O-])/N.[Na+].[Na+] phosphocreatine disodium salt